FC1(CN(C1)C(=O)C1=CC=C(COC=2C(C=C(OC2)CN2CC3=CC=CC=C3C2)=O)C=C1)F 5-((4-(3,3-difluoroazetidine-1-carbonyl)benzyl)oxy)-2-(isoindolin-2-ylmethyl)-4H-pyran-4-one